N1=NC(=CC=2CCCCC12)C#N 5,6,7,8-tetrahydrocinnoline-3-carbonitrile